1-(4-(2,3-Dimethylphenyl)piperazin-1-yl)-2-(3-(4-(fluoromethyl)-4-hydroxypiperidin-1-carbonyl)-4,5,6,7-tetrahydro-1H-indazol-1-yl)ethanon CC1=C(C=CC=C1C)N1CCN(CC1)C(CN1N=C(C=2CCCCC12)C(=O)N1CCC(CC1)(O)CF)=O